trimethylsilylpropyllithium C[Si](C)(C)CCC[Li]